tert-butyl N-[2-(4-{2-azatricyclo[10.4.0.04,9]hexadeca-1(12),4(9),5,7,13,15-hexaen-10-yn-2-yl}-N-(2-{[(tert-butoxy)carbonyl]amino}ethyl)-4-oxobutanamido)ethyl]carbamate C1=2N(CC=3C=CC=CC3C#CC2C=CC=C1)C(CCC(=O)N(CCNC(=O)OC(C)(C)C)CCNC(OC(C)(C)C)=O)=O